FC=1C=CN2NC(C(C(C21)=C=O)C(=O)OC)=C=O methyl 5-fluoro-2,4-dicarbonyl-1,2,3,4-tetrahydropyrrolo[1,2-B]pyridazine-3-carboxylate